ClC=1C=C(OC=2C(=CC=3N(C2)N=CC3)C3=NOC[C@H](N3)CC3=C(C=C(C=C3)Cl)Cl)C=CC1 |r| 6-(3-chlorophenoxy)-5-[(5RS)-5-(2,4-dichlorobenzyl)-5,6-dihydro-4H-1,2,4-oxadiazin-3-yl]pyrazolo[1,5-a]pyridine